N1N=NC(=C1)CNC(=O)[C@H]1N2C3=C(C=CC=C3C1)CC[C@@H](C2=O)NC([C@H](C(C)C)NC(=O)C2=CC=NC=C2)=O (2S,5S)-5-{(S)-3-Methyl-2-[(pyridine-4-carbonyl)-amino]-butyrylamino}-4-oxo-1,2,4,5,6,7-hexahydro-azepino[3,2,1-hi]indole-2-carboxylic acid (1H-[1,2,3]triazol-4-ylmethyl)-amide